((4-(tert-Butoxycarbonyl)piperazin-2-yl)methoxy)-6-chloro-2-(4-azaspiro[2.4]hept-4-yl)nicotinic acid C(C)(C)(C)OC(=O)N1CC(NCC1)COC=1C(=NC(=C(C(=O)O)C1)N1C2(CC2)CCC1)Cl